O=C1NC(CCC1N1C=C2C=CC(=CC2=C1)CN1CCC(=CC1)C=1OC=CC1)=O 2-(2,6-dioxopiperidin-3-yl)-5-((4-(furan-2-yl)-3,6-dihydropyridin-1(2H)-yl)methyl)isoindole